N-hydroxy-2-phenylacetamide C1=CC=C(C=C1)CC(=O)NO